C/1=C\CCCCCCC1 trans-cyclononene